CC1=C(C=2C=CC=NC2C(=C1)C1=CC=C(C=C1)OC(F)(F)F)C#N 6-methyl-8-[4-(trifluoromethoxy)phenyl]-quinoline-5-carbonitrile